7-((2R,5R)-2-(difluoromethyl)-5-methyl-4-(1-(quinoxalin-6-yl)ethyl)piperazin-1-yl)-4-methyl-2-(tetrahydro-2H-pyran-2-yl)-2,4-dihydro-5H-pyrazolo[4,3-b]pyridin-5-one FC([C@@H]1N(C[C@H](N(C1)C(C)C=1C=C2N=CC=NC2=CC1)C)C=1C=2C(N(C(C1)=O)C)=CN(N2)C2OCCCC2)F